[Cu].[W] Tungsten-Copper